1-butyl-3-methylpyridinium ethylsulfate C(C)OS(=O)(=O)[O-].C(CCC)[N+]1=CC(=CC=C1)C